C(C)OC(=O)C1=NN(C=C1C(F)F)CC1=CC=C(C=C1)OC 4-(difluoromethyl)-1-(4-methoxybenzyl)-1H-pyrazole-3-carboxylic acid ethyl ester